tert-Butyl 2-(methyl(2-(methylsulfonylmethyl)-4-nitrophenyl)amino)ethylcarbamate CN(CCNC(OC(C)(C)C)=O)C1=C(C=C(C=C1)[N+](=O)[O-])CS(=O)(=O)C